ClC1=C(C(=CC=C1)Cl)C1=NOC(=C1CC1=C[C@H](N(CC1)C(=O)OC(C)(C)C)C)C(C)C (R)-tert-Butyl 4-((3-(2,6-dichlorophenyl)-5-isopropylisoxazol-4-yl) methyl)-2-methyl-5,6-dihydropyridine-1(2H)-carboxylate